C1=C(C=CC2=CC=CC=C12)C=1C2=CC=C(C=C2C(=C2C=CC(=CC12)C1=CC(=C(C(=C1)F)F)F)C1=CC2=CC=CC=C2C=C1)C1=CC(=C(C(=C1)F)F)F 9,10-bis(naphthalen-2-yl)-2,6-bis(3,4,5-trifluorophenyl)anthracene